CC1=NC(=CC=C1CN1N=C2C3=C(CCC2=C1)OC(=C3C)C(=O)NC[C@H]3OCCOC3)C 2-[(2,6-Dimethylpyridin-3-yl)methyl]-N-[(2R)-1,4-dioxan-2-ylmethyl]-8-methyl-4,5-dihydro-2H-furo[2,3-g]indazol-7-carboxamid